5-hydroxy-4-oxo-2-phenyl-4H-chromen-7-yl acetate C(C)(=O)OC1=CC(=C2C(C=C(OC2=C1)C1=CC=CC=C1)=O)O